FC(OC1=NC=CC=C1C=1N=C(N2C1C(NCC2)C)C)F 1-(2-(difluoromethoxy)pyridin-3-yl)-3,8-dimethyl-5,6,7,8-tetrahydroimidazo[1,5-a]pyrazine